5-(4-((3-ethyl-2,4-dioxo-1,2,3,4-tetrahydroquinazolin-7-yl)methyl)-4,7-diazaspiro[2.5]octan-7-yl)-N-methylpicolinamide C(C)N1C(NC2=CC(=CC=C2C1=O)CN1C2(CC2)CN(CC1)C=1C=CC(=NC1)C(=O)NC)=O